4-[6-(1-cyanoethoxy)-7-(1-methylpyrazol-4-yl)imidazo[1,2-a]pyridin-3-yl]-N-cyclopropyl-2-(difluoromethoxy)-6-methoxy-benzamide C(#N)C(C)OC=1C(=CC=2N(C1)C(=CN2)C2=CC(=C(C(=O)NC1CC1)C(=C2)OC)OC(F)F)C=2C=NN(C2)C